2-(1-acryloyl-4-(7-(5-methylindolin-1-yl)-2-(2-morpholinoethoxy)-5,6,7,8-tetrahydroquinazolin-4-yl)piperazin-2-yl)acetonitrile C(C=C)(=O)N1C(CN(CC1)C1=NC(=NC=2CC(CCC12)N1CCC2=CC(=CC=C12)C)OCCN1CCOCC1)CC#N